Ethyl L-serinate hydrochloride Cl.N[C@@H](CO)C(=O)OCC